(E)-3-(5-chloro-2-(4H-1,2,4-triazol-4-yl)phenyl)acrylic acid ClC=1C=CC(=C(C1)/C=C/C(=O)O)N1C=NN=C1